C1(CC1)C1=CC=CC(=N1)N1N=CC=2CC(CCC12)C(=O)N[C@H]1[C@H]2CC[C@@H](C1)N2CC2=CC=C(C=C2)OC 1-(6-cyclopropylpyridin-2-yl)-N-((1R,2R,4S)-7-(4-methoxybenzyl)-7-azabicyclo[2.2.1]heptan-2-yl)-4,5,6,7-tetrahydro-1H-indazole-5-carboxamide